5-aminophenyl-10,15,20-triphenylporphyrin NC=1C=CC=C(C1)C1=C2NC(=C1)C=C1C=CC(=N1)C(=C1C=CC(N1)=C(C=1C=CC(N1)=C2C2=CC=CC=C2)C2=CC=CC=C2)C2=CC=CC=C2